Cl.C[C@H]1N(CCC1)CCCOC1=CC=C(OC2CCN(CC2)C(C)=O)C=C1 1-[4-(4-{3-[(2R)-2-methyl-pyrrolidin-1-yl]-propoxy}-phenoxy)-piperidin-1-yl]-ethanone hydrochloride